1-(3-cyclopropylbenzimidazol-5-yl)ethanamine C1(CC1)N1C=NC2=C1C=C(C=C2)C(C)N